bis[tris(tetradecyl) silyl] chromate [Cr](=O)(=O)(O[Si](CCCCCCCCCCCCCC)(CCCCCCCCCCCCCC)CCCCCCCCCCCCCC)O[Si](CCCCCCCCCCCCCC)(CCCCCCCCCCCCCC)CCCCCCCCCCCCCC